1-(5-methoxypyrazolo[3,4-c]pyridin-1-yl)ethanone COC=1C=C2C(=CN1)N(N=C2)C(C)=O